COC([C@@H]1CO1)=O (S)-2,3-epoxypropionic acid methyl ester